6-[(2S)-2-aminopropyl]-7-bromo-2-chloro-N-[(thiophen-2-yl)methyl]thieno[3,2-d]pyrimidin-4-amine hydrochloride Cl.N[C@H](CC1=C(C=2N=C(N=C(C2S1)NCC=1SC=CC1)Cl)Br)C